(5S,6R)-5-(4-(4-(dimethoxymethyl)piperidin-1-yl)phenyl)-6-(1-methyl-1H-pyrazol-5-yl)-5,6,7,8-tetrahydronaphthalen-2-ol COC(C1CCN(CC1)C1=CC=C(C=C1)[C@H]1C=2C=CC(=CC2CC[C@H]1C1=CC=NN1C)O)OC